N-(6-(1H-Pyrazol-1-yl)benzo[d]isoxazol-3-yl)-5-ethyl-2-methoxybenzenesulfonamide N1(N=CC=C1)C1=CC2=C(C(=NO2)NS(=O)(=O)C2=C(C=CC(=C2)CC)OC)C=C1